CC1(OB(OC1(C)C)C1=CC=2N(C3=CC=CC=C3C2C=C1)CC1=CC=C(CP(OCC)(OCC)=O)C=C1)C Diethyl (4-((2-(4,4,5,5-tetramethyl-1,3,2-dioxaborolan-2-yl)-9H-carbazole-9-yl)methyl)benzyl)phosphonate